FC(C(=O)O)(F)F.NCCOCCON1C(C2=CC=CC=C2C1=O)=O 2-(2-(2-aminoethoxy)ethoxy)isoindoline-1,3-dione 2,2,2-trifluoroacetate